N-acetyl-glycyl-L-glutamine C(C)(=O)NCC(=O)N[C@@H](CCC(N)=O)C(=O)O